3-(6-methoxypyridin-3-yl)-5-methylpiperidine-1-carboxylic acid COC1=CC=C(C=N1)C1CN(CC(C1)C)C(=O)O